CC1=C2N(C(N(C2=NC(=N1)C1=C(C=CC=C1)C(=C)C)CC1=CC=C(C=C1)C=1N(C=C(N1)C(F)(F)F)C)=N)C 6,7-dimethyl-9-(4-(1-methyl-4-(trifluoromethyl)-1H-imidazol-2-yl)benzyl)-2-(2-(prop-1-en-2-yl)phenyl)-7,9-dihydro-8H-purin-8-imine